2-(Methylamino)-3-(2-fluoro-4-(trifluoromethyl)phenyl)propanoic acid CNC(C(=O)O)CC1=C(C=C(C=C1)C(F)(F)F)F